C(#N)C1=C(C=C(C=C1)NC(C(=C)C)=O)C(F)(F)F N-(4-cyano-3-trifluoromethyl-phenyl)methacrylamide